NC1=NN(C2=CC=C(C=C12)CN1C[C@@H](NCC1)C)C (2S)-4-[(3-amino-1-methyl-1H-indazol-5-yl)methyl]-2-methylpiperazine